C(N)(=O)C1CCC(CC1)N1C2=NC(=NC=C2N=C1NC1=C(C=C(C=C1F)Cl)Cl)N[C@H]1CN(CCC1)C(=O)OC(C)C (R)-isopropyl 3-(9-((1s,4S)-4-carbamoylcyclohexyl)-8-(2,4-dichloro-6-fluorophenylamino)-9H-purin-2-ylamino)piperidine-1-carboxylate